N-(2-hydroxyethyl)-3-(11-oxo-8-(trifluoromethoxy)-10,11-dihydro-5H-dibenzo[b,e][1,4]diazepin-2-yl)benzamide OCCNC(C1=CC(=CC=C1)C1=CC2=C(NC3=C(NC2=O)C=C(C=C3)OC(F)(F)F)C=C1)=O